2-cyanobutan-2-yl-3,5-dimethyl-1H-pyrazole C(#N)C(C)(CC)N1N=C(C=C1C)C